CC1=C(N2C=C(N=CC2=N1)C3=CC=C(C=C3)OC)O.Cl 6-(4-Methoxyphenyl)-2-methyl-3,7-dihydroimidazo[1,2-a]pyrazin-3(7H)-one hydrochloride